(R)-2-aminomethyltetrahydrofuran NC[C@@H]1OCCC1